1-(tert-butyl)-4-(3-phenethoxyallyl)benzene C(C)(C)(C)C1=CC=C(C=C1)CC=COCCC1=CC=CC=C1